ethyl 2-(2-((5-(3-(aminomethyl)phenyl)-2-(4-fluorophenyl)benzofuran-3-yl)methoxy)phenyl)acetate NCC=1C=C(C=CC1)C=1C=CC2=C(C(=C(O2)C2=CC=C(C=C2)F)COC2=C(C=CC=C2)CC(=O)OCC)C1